(S)-N-(1-(6-chloro-3-(3-cyanophenyl)quinoxalin-2-yl)pyrrolidin-3-yl)-N-ethylisobutyramide ClC=1C=C2N=C(C(=NC2=CC1)N1C[C@H](CC1)N(C(C(C)C)=O)CC)C1=CC(=CC=C1)C#N